CC=1C(=NC(=NC1)NC1=CC=C(C=C1)N1CCN(CC1)C)NC=1C=C2C=NN(C2=CC1)C 5-methyl-N4-(1-methyl-1H-indazol-5-yl)-N2-(4-(4-methylpiperazine-1-yl)phenyl)pyrimidine-2,4-diamine